CC1(C=2C=CC(=CC2C2=C1C=CC1=C2OC2=C1C=CC=C2)N)C 7,7-dimethyl-7H-fluoreno[4,3-b]benzofuran-10-amine